(S)-N-ethyl-7-(3-methyl-1H-pyrrolo[2,3-b]pyridin-5-yl)-5-(pyrrolidin-2-yl)-3,4-dihydroisoquinoline-2(1H)-carboxamide C(C)NC(=O)N1CC2=CC(=CC(=C2CC1)[C@H]1NCCC1)C=1C=C2C(=NC1)NC=C2C